tetra-n-butylphosphonium nonafluoro-n-butylsulfonate salt FC(C(C(S(=O)(=O)[O-])(F)F)(F)F)(C(F)(F)F)F.C(CCC)[P+](CCCC)(CCCC)CCCC